sodium 3-(2H-benzotriazol-2-yl)-5-sec-butyl-4-hydroxybenzenesulfonate N=1N(N=C2C1C=CC=C2)C=2C=C(C=C(C2O)C(C)CC)S(=O)(=O)[O-].[Na+]